C(C)(C)(C)OC(=O)N(C1CCC(CC1)C(=O)O)C 4-[Tert-butoxycarbonyl(methyl)amino]cyclohexanecarboxylic acid